C1(CC1)C#CC=1C=NC(=C(C(=O)NC2=CC(=CC=C2)[S@@](=O)(=NC(CNC)=O)C)C1C)N1CCC(CCC1)(F)F (R)-5-(cyclopropylethynyl)-2-(4,4-difluoroazepan-1-yl)-4-methyl-N-(3-(S-methyl-N-(methylglycyl)sulfonimidoyl)phenyl)nicotinamide